4-(1H-tetrazol-5-yl)aniline N1N=NN=C1C1=CC=C(N)C=C1